C(C1=CC=CC=C1)SC1=NC=C(C=C1)OC(F)F 2-(Benzylthio)-5-difluoromethoxypyridine